C(C)(C)OC1=C(C=C(C=C1)/C=C/C(=O)N1CCN(CC1)CC1=C(C=CC=C1)OC)OC (E)-3-(4-isopropoxy-3-methoxyphenyl)-1-(4-(2-methoxybenzyl)piperazin-1-yl)prop-2-en-1-one